CO/C(=C/C1=CC=CC=C1)/S(=O)(=O)C1=CC=CC=C1 (Z)-(2-methoxy-2-phenylsulfonylvinyl)-benzene